NCCCNC=1C(=C(C(=O)NC=2SC(=CN2)C)C=CC1)C ((3-aminopropyl)amino)-2-methyl-N-(5-methylthiazol-2-yl)benzamide